6-METHOXY-N-(2-FLUORO-4-(TRIFLUOROMETHOXY)PHENYL)-2-(TRIFLUOROMETHYL)-1H-IMIDAZO[4,5-B]PYRAZIN-5-AMINE COC1=C(N=C2C(=N1)NC(=N2)C(F)(F)F)NC2=C(C=C(C=C2)OC(F)(F)F)F